C(=O)(O)C=1C=C(C=CC1C(=O)O)C=1NC2=C(N1)C=C(C(=C2)C(=O)O)C(=O)O 2-(3',4'-dicarboxyphenyl)5,6-dicarboxybenzimidazole